(3E)-6,6-dinonyloxy-1,3-hexadiene C(CCCCCCCC)OC(C/C=C/C=C)OCCCCCCCCC